C(C)C1N=C(SC1)C1=C(N)C=CC(=C1)F 2-(4-ethyl-4,5-dihydrothiazol-2-yl)-4-fluoroaniline